(R or S)-5-chloro-1-(1-methyl-1H-pyrazol-4-yl)-6-(1-(oxetan-3-yl)azepan-4-yl)-1H-indazole ClC=1C=C2C=NN(C2=CC1[C@H]1CCN(CCC1)C1COC1)C=1C=NN(C1)C |o1:10|